C(C)OC(CCCOC1=C(C=C(C=C1F)C1=CC=CC=2OC3(CCCC3)OC21)F)=O 4-(2,6-difluoro-4-spiro[1,3-benzodioxole-2,1'-cyclopentane]-4-yl-phenoxy)Butyric acid ethyl ester